2-chloro-N-(3-fluorobenzyl)-7-methyl-7H-pyrrolo[2,3-d]pyrimidin-4-amine ClC=1N=C(C2=C(N1)N(C=C2)C)NCC2=CC(=CC=C2)F